C(CC)S(=O)(=O)C=1SC2=C(N1)C=CC(=C2)C2(CC=CC=C2)S(=O)(=O)N 1-(2-(propylsulfonyl)benzo[D]thiazol-6-yl)benzenesulfonamide